NC=1N=NC(=CC1N1C[C@H]2CC[C@@H](C1)N2C2=NC=C(C=N2)C2CCN(CC2)C(=O)OC(C)(C)C)C2=C(C=CC=C2)O tert-butyl 4-[2-[(1R,5S)-3-[3-amino-6-(2-hydroxyphenyl)pyridazin-4-yl]-3,8-diazabicyclo[3.2.1]octan-8-yl]pyrimidin-5-yl]piperidine-1-carboxylate